N-(2-((2-((4-(4-methylpiperazin-1-yl)phenyl)amino)-5-(4-phenoxyphenyl)pyrimidin-4-yl)amino)phenyl)acrylamide CN1CCN(CC1)C1=CC=C(C=C1)NC1=NC=C(C(=N1)NC1=C(C=CC=C1)NC(C=C)=O)C1=CC=C(C=C1)OC1=CC=CC=C1